tert-butyl-(3S)-3-methylpiperazine-1-carboxylate C(C)(C)(C)OC(=O)N1C[C@@H](NCC1)C